Methyl 8-(4-isobutyrylpiperazin-1-yl)-6-(N-(1-methylcyclopropyl)sulfamoyl)-[1,2,4]triazolo[4,3-a]pyridine-3-carboxylate C(C(C)C)(=O)N1CCN(CC1)C=1C=2N(C=C(C1)S(NC1(CC1)C)(=O)=O)C(=NN2)C(=O)OC